Cyclohexa-2,5-dien C1C=CCC=C1